triphenylphosphine rhodium bisphosphite P([O-])([O-])[O-].P([O-])([O-])[O-].[Rh+6].C1(=CC=CC=C1)P(C1=CC=CC=C1)C1=CC=CC=C1